Pentamethylcyclopentadienyl-dimethyl-(1-n-heptyl-1,5,6,7-tetrahydro-s-indacenyl)hafnium CC1=C(C(=C(C1([Hf](C1(C=CC2=CC=3CCCC3C=C12)CCCCCCC)(C)C)C)C)C)C